O=C1NC(CCC1N1C(C2=CC(=C(C=C2C1=O)N1CC(C1)(C=O)F)F)=O)=O 1-[2-(2,6-dioxopiperidin-3-yl)-6-fluoro-1,3-dioxo-2,3-dihydro-1H-isoindol-5-yl]-3-fluoroazetidine-3-carbaldehyde